FC(OC1(CCC1)C(=O)O)F 3-cis-(difluoromethoxy)cyclobutanecarboxylic acid